2-(8-oxabicyclo[3.2.1]oct-3-yl)-7-isopropoxyimidazo[1,2-a]pyridine-6-carboxylic acid methyl ester COC(=O)C=1C(=CC=2N(C1)C=C(N2)C2CC1CCC(C2)O1)OC(C)C